C(C1=CC=CC=C1)N(CCC1=CNC2=CC=CC(=C12)OC)C N-benzyl-2-(4-methoxy-1H-indol-3-yl)-N-methylethanamine